(2S)-2-(tert-butoxycarbonylamino)-3-[[3-(5-methyl-1,2,4-oxadiazol-3-yl)benzoyl]amino]propanoic acid C(C)(C)(C)OC(=O)N[C@H](C(=O)O)CNC(C1=CC(=CC=C1)C1=NOC(=N1)C)=O